[4-(6-Amino-pyridazin-3-yl)-piperidin-1-yl]-{5-[4-fluoro-3-(2,2,2-trifluoro-ethoxy)-phenyl]-4-methoxy-pyridin-2-yl}-methanone NC1=CC=C(N=N1)C1CCN(CC1)C(=O)C1=NC=C(C(=C1)OC)C1=CC(=C(C=C1)F)OCC(F)(F)F